nitryl-phenylthiourea [N+](=O)([O-])N(C(=S)N)C1=CC=CC=C1